C1(CC1)COC1=CC(=C2C(NC(=NC2=C1)CS[C@@H]1CC[C@H](CC1)NC(CC)=O)=O)F N-((trans)-4-(((7-(cyclopropylmethoxy)-5-fluoro-4-oxo-3,4-dihydroquinazolin-2-yl)methyl)thio)cyclohexyl)propanamide